(2R)-2-hydroxy-2-phenyl-1-{5-[4-(propan-2-yloxy)benzenesulfonyl]-1H,2H,3H,4H,5H,6H-pyrrolo[3,4-c]pyrrol-2-yl}ethan-1-one O[C@@H](C(=O)N1CC=2CN(CC2C1)S(=O)(=O)C1=CC=C(C=C1)OC(C)C)C1=CC=CC=C1